tert-Butyl 4-(quinolin-3-yl)piperazine-1-carboxylate N1=CC(=CC2=CC=CC=C12)N1CCN(CC1)C(=O)OC(C)(C)C